Phenyl[phenyl(biphenyl-yl)triazinyl]dibenzoselenophene C1(=CC=CC=C1)C1=C(C2=C([Se]C3=C2C=CC=C3)C=C1)C1=NN=NC(=C1C1=C(C=CC=C1)C1=CC=CC=C1)C1=CC=CC=C1